COC(=O)C1N(S(NC1)(=O)=O)CCO[Si](C)(C)C(C)(C)C 2-((tert-butyldimethylsilyloxy)ethyl)-1,2,5-thiadiazolidine-3-carboxylic acid methyl ester 1,1-dioxide